8-((1-(6-amino-5-(2,3-dichlorophenyl)pyrazin-2-yl)-4-methylpiperidin-4-yl)amino)-8-oxooctanoic acid methyl ester COC(CCCCCCC(=O)NC1(CCN(CC1)C1=NC(=C(N=C1)C1=C(C(=CC=C1)Cl)Cl)N)C)=O